(R)-5-((((6-(2-chloro-3-(3-chloro-4-((3-fluoro-4-((((S)-2-hydroxypropyl)amino)methyl)pyridin-2-yl)amino)pyridin-2-yl)phenyl)-2-methoxypyridin-3-yl)methyl)amino)methyl)pyrrolidin-2-one ClC1=C(C=CC=C1C1=NC=CC(=C1Cl)NC1=NC=CC(=C1F)CNC[C@H](C)O)C1=CC=C(C(=N1)OC)CNC[C@H]1CCC(N1)=O